2-methoxybenzene-1,4-diol COC1=C(C=CC(=C1)O)O